CC=1N=C(SC1C)NC(C1=C(C(=CC=C1)NCCOCCC(=O)NC)C)=O N-(4,5-dimethylthiazol-2-yl)-2-methyl-3-((2-(3-(methylamino)-3-oxopropoxy)ethyl)amino)benzamide